ClCCC(=C(C1=CC=C(C=C1)O)C1=CC=C(C=C1)N1CCN(CC1)CC=1C(=C2C(N(C(C2=CC1)=O)C1C(NC(CC1)=O)=O)=O)F)C1=CC=CC=C1 5-((4-(4-(4-chloro-1-(4-hydroxyphenyl)-2-phenylbut-1-en-1-yl)phenyl)piperazin-1-yl)methyl)-2-(2,6-dioxopiperidin-3-yl)-4-fluoroisoindoline-1,3-dione